C(=CC1=CC=CC=C1)P(O)(=O)CCCCCC styryl-hexyl-phosphinic acid